N(=C=O)C1=CC=CC2=C(C=CC=C12)N=C=O 1,5-diisocyanato-Naphthalene